C(#N)C=1C=C(C=C(C1)C#N)C(C(=O)NC1=NC(=NS1)C(F)(F)F)C1CC(CC1)(F)F rac-2-(3,5-Dicyanophenyl)-2-(3,3-difluorocyclopentyl)-N-(3-(trifluoromethyl)-1,2,4-thiadiazol-5-yl)acetamide